C(C)(C)(C)OC(=O)N1CCN(CC1)C1=C(C=C(C=C1)[N+](=O)[O-])CC#N 4-(2-(Cyanomethyl)-4-nitrophenyl)piperazine-1-carboxylic acid tert-butyl ester